N-(2-hydroxy-2-methylpropyl)-1H-pyrazolo[3,4-b]pyridine-5-carboxamide OC(CNC(=O)C=1C=C2C(=NC1)NN=C2)(C)C